C(C)(C)(C)OC(=O)NS(=O)(=O)N(C1CC2(CN(C2)C(=O)OC(C)(C)C)C1)CC1CCCCC1 tert-butyl 6-((N-(tert-butoxycarbonyl)sulfamoyl)(cyclohexylmethyl)amino)-2-azaspiro[3.3]heptane-2-carboxylate